C(CCCCCCCC)OC(CCC(=O)OCCCCCCCCBr)OCCCCCCCCC 8-bromooctyl (4,4-bis(nonyloxy) butyrate)